N=1C=C(N2N=CC=CC21)C#CC=2C=C(C(=O)NC1=CC=C3C(=CN(C3=C1)C)C1=CC=C(C=C1)OCCOC)C=CC2C 3-(Imidazo[1,2-b]pyridazin-3-ylethynyl)-N-(3-(4-(2-methoxyethoxy)phenyl)-1-methyl-1H-indol-6-yl)-4-methylbenzamide